CN1C2=C(NC(C3=C1C=CC(=C3)C3=CC(=NC=C3)N3CCOCC3)=O)C=C(C=C2)OC(F)(F)F 5-Methyl-2-(2-morpholinopyridin-4-yl)-8-(trifluoromethoxy)-5,10-dihydro-11H-dibenzo[b,e][1,4]diazepin-11-one